3-Thiapentane-1,5-dithiol C(CSCCS)S